C(C)(C)(C)OC(N[C@H]1CNC[C@@H](C1)F)=O ((3R,5R)-5-fluoropiperidin-3-yl)carbamic acid tert-butyl ester